4-(3-chlorophenyl)-3,4-dihydroquinoxaline ClC=1C=C(C=CC1)N1CC=NC2=CC=CC=C12